FC1=C(C=C(C=C1)OC=1C(=C2C=CNC2=CC1F)C=C)C=1SC=C(N1)C(C)(CCCC(CS(=O)(=O)CC(=O)OC)(C)C)C=1C=C(C=CC1)CCC(=O)OC methyl 3-(3-(2-(2-(2-fluoro-5-((6-fluoro-4-vinyl-1H-indol-5-yl)oxy)phenyl)thiazol-4-yl)-7-((2-methoxy-2-oxoethyl)sulfonyl)-6,6-dimethylheptan-2-yl)phenyl)propanoate